N-{2-[5-[1-(2-Fluoro-6-methyl-phenyl)-piperidin-4-yl]-6-oxo-7-(2-trifluoromethyl-benzyl)-4,5,6,7-tetrahydro-pyrazolo[3,4-d]pyrimidin-2-yl]-ethyl}-acetamid FC1=C(C(=CC=C1)C)N1CCC(CC1)N1C(N(C=2C(C1)=CN(N2)CCNC(C)=O)CC2=C(C=CC=C2)C(F)(F)F)=O